3-pentenylmethyldiethoxysilane C(CC=CC)[Si](OCC)(OCC)C